2-Methylhexane CC(C)CCCC